lithium 3-allyloxy-2-hydroxy-1-propanesulfonate copper-zinc [Zn+2].[Cu+2].C(C=C)OCC(CS(=O)(=O)[O-])O.[Li+].C(C=C)OCC(CS(=O)(=O)[O-])O.C(C=C)OCC(CS(=O)(=O)[O-])O.C(C=C)OCC(CS(=O)(=O)[O-])O.C(C=C)OCC(CS(=O)(=O)[O-])O